OCCNC(C1=NC=CC=C1)=O N-(2-hydroxyethyl)picolinamide